FC1=C(C=CC(=C1)C1(NCCN2C1=NS(CC2)(=O)=O)C)C2=CC=CC=C2 9-(2-fluorobiphenyl-4-yl)-9-methyl-3,4,6,7,8,9-hexahydropyrazino[2,1-c][1,2,4]thiadiazine 2,2-dioxide